OC(CN(C1=CC=C(C=C1)C)CC(C)O)C N,N-di(2-hydroxypropyl)p-toluidine